N[C@@H](CCCCNC(OCC[Si](C)(C)C)=O)C(NCCC(=O)OC(C)(C)C)=O (S)-tert-butyl 12-amino-2,2-dimethyl-6,13-dioxo-5-oxa-7,14-diaza-2-silaheptadecan-17-oate